2,2'-((((oxybis(methylene))bis(3,1-phenylene))bis(phenylboranediyl))bis(oxy))bis(ethan-1-amine) O(CC=1C=C(C=CC1)B(C1=CC=CC=C1)OCCN)CC=1C=C(C=CC1)B(C1=CC=CC=C1)OCCN